bismuth (III) benzoylbenzoate C(C1=CC=CC=C1)(=O)OC(C1=CC=CC=C1)=O.[Bi+3]